(3aR,6aR)-2-acetamido-N-(tert-butyl)-5-(dibenzylamino)-1-(3-(4,4,5,5-tetramethyl-1,3,2-dioxaborolan-2-yl)propyl)octahydropentalene-2-carboxamide C(C)(=O)NC1(C([C@@H]2CC(C[C@@H]2C1)N(CC1=CC=CC=C1)CC1=CC=CC=C1)CCCB1OC(C(O1)(C)C)(C)C)C(=O)NC(C)(C)C